ClC1=C2C(=NC=C1OC=1C=NN3C1C(=NC=C3)O[C@@H]3[C@H](CC3)O)N=C(N2C)NC=2C(N(C=C(C2)C(F)(F)F)C)=O 3-((7-chloro-6-((4-((1S,2S)-2-hydroxycyclobutoxy)pyrazolo[1,5-a]pyrazin-3-yl)oxy)-1-methyl-1H-imidazo[4,5-b]pyridin-2-yl)amino)-1-methyl-5-(trifluoromethyl)pyridin-2(1H)-one